N1=CC=C(C=C1)C(=O)NN Pyridine-4-carbohydrazide